O=C1N(CC2=CC(=CC=C12)CN1CCN(CC1)C1=NC=CC=C1)C1C(NC(CC1)=O)=O 3-(1-oxo-5-((4-(pyridin-2-yl)piperazin-1-yl)methyl)isoindolin-2-yl)piperidine-2,6-dione